O1COCC2=C1C=CC=C2C=2N=C(NC2C2=NC=CC=C2)C2=CC=C(C(=O)N)C=C2 4-[4-(1,3-benzodioxan-5-yl)-5-(2-pyridyl)-1H-imidazol-2-yl]-benzamide